C(=O)(O)CCCOC=1C=C2C[C@H](N3C(C2=CC1OC)=CC(C=C3)=O)C(C)C (S)-9-(3-carboxypropoxy)-6-isopropyl-10-methoxy-2-oxo-6,7-dihydro-2H-pyrido[2,1-a]isoquinoline